1,2'-O-Dimethyl-adenosine CN1C(C=2N=CN([C@H]3[C@H](OC)[C@H](O)[C@@H](CO)O3)C2N=C1)=N